N-(6-(furan-3-yl)-2-(3-hydroxy-3-methylbutyl)-2H-indazol-5-yl)-2-(3-hydroxyphenyl)thiazole-4-carboxamide O1C=C(C=C1)C=1C(=CC2=CN(N=C2C1)CCC(C)(C)O)NC(=O)C=1N=C(SC1)C1=CC(=CC=C1)O